(3S)-7-bromo-6-chloro-5-(2,6-difluorophenyl)-3-ethyl-1,3-dihydro-1,4-benzodiazepin-2-one BrC=1C=CC2=C(C(=N[C@H](C(N2)=O)CC)C2=C(C=CC=C2F)F)C1Cl